5-(p-tolyl)-1,3,4-oxadiazole-2-thiol C1(=CC=C(C=C1)C1=NN=C(O1)S)C